(S)-5-((4-((2-hydroxy-1-phenylethyl)amino)-5-(1,3,4-oxadiazol-2-yl)pyrimidin-2-yl)amino)-3,3-dimethylisoindol-1-one OC[C@H](C1=CC=CC=C1)NC1=NC(=NC=C1C=1OC=NN1)NC=1C=C2C(NC(C2=CC1)=O)(C)C